(trimethylsilyl)methylmagnesium C[Si](C)(C)C[Mg]